3-[[4-Oxo-6-(1H-pyrazol-4-yl)quinazolin-3-yl]methyl]benzenesulfonamide O=C1N(C=NC2=CC=C(C=C12)C=1C=NNC1)CC=1C=C(C=CC1)S(=O)(=O)N